FC(C(=O)O)(F)F.N1C(C=CC1=O)=O 1H-pyrrole-2,5-dione (trifluoroacetate) salt